(5R)-5-ethyl-N-[(3S)-5-methyl-4-oxo-2,3-dihydro-1,5-benzoxazepine-3-yl]-6,7-dihydro-5H-pyrrolo[1,2-b][1,2,4]Triazole-2-carboxamide C(C)[C@@H]1CCC=2N1N=C(N2)C(=O)N[C@H]2COC1=C(N(C2=O)C)C=CC=C1